C(#CCC)C1=NC(=C2N=CN(C2=N1)[C@@H]1SC[C@H]([C@H]1O)O)NCC1=CC(=CC=C1)I (2R,3R,4S)-2-(2-(but-1-yn-1-yl)-6-((3-iodobenzyl)amino)-9H-purin-9-yl)tetrahydrothiophene-3,4-diol